FC1=C(C(=C(C(=C1)F)[N+](=O)[O-])F)F 1,2,3,5-tetrafluoro-4-nitrobenzene